C(CCC)OC(C)=O Butylacetat